C1(CCCCC1)CNC(=O)C=1N=NN(C1)CCCCN1N=NC(=C1)NC(CC1CC1)=O N-(cyclohexylmethyl)-1-{4-[4-(2-cyclopropylacetamido)-1H-1,2,3-triazol-1-yl]butyl}-1H-1,2,3-triazole-4-carboxamide